P1(=O)(OCO1)[O-] 5'-methylene phosphate